BrC1=C(C=CC(=C1)Cl)CC(=O)OC(C)(C)C tert-Butyl 2-(2-bromo-4-chlorophenyl)acetate